[N+](=O)([O-])C1=CC=C(C=C1)C=CC(=O)O 3-(4-nitrophenyl)acrylic acid